2-(1-(cyclopropylmethyl)-1H-pyrrolo[2,3-b]pyridin-2-yl)-7-methoxy-1H-benzo[d]imidazole-5-carboxylic acid methyl ester COC(=O)C1=CC2=C(NC(=N2)C2=CC=3C(=NC=CC3)N2CC2CC2)C(=C1)OC